COC1=CC=C(C=C1)[C@H](C)N[C@H]1[C@H](CCC=2C=CC=NC12)CCCO 3-[(7R,8S)-8-[[(1S)-1-(4-methoxyphenyl)ethyl]amino]-5,6,7,8-tetrahydroquinolin-7-yl]propan-1-ol